FC1=C(C=C(C(=C1)C)S(=O)CC(F)(F)F)N=C1SCC(N1CC(F)(F)F)=O 2-[2-fluoro-4-methyl-5-(2,2,2-trifluoroethylsulfinyl)-phenyl]imino-3-(2,2,2-trifluoroethyl)thiazolidin-4-one